alanine lithium salt [Li+].N[C@@H](C)C(=O)[O-]